CC1C(N(C2CC1C2)C(=O)C2=NC(=CC=C2C2=NC=CC=N2)C)CNC2=NC=C(N=C2)C(F)(F)F N-({4-methyl-2-[6-methyl-3-(pyrimidin-2-yl)pyridine-2-carbonyl]-2-azabicyclo[3.1.1]hept-3-yl}methyl)-5-(trifluoromethyl)pyrazin-2-amine